S1C2=C(C=C1)C(=CC=C2)N2CCN(CC2)CCC2CC(C(CC2)NC(=O)C=2OC=CC2)F N-(4-(2-(4-(benzo[b]thiophen-4-yl)piperazin-1-yl)ethyl)-2-fluorocyclohexyl)furan-2-carboxamide